3-[(1-{[(3R,4R)-1-(2,4'-bipyridin-4-ylcarbonyl)-3-phenylpiperidin-4-yl]carbonyl}-4-hydroxypiperidin-4-yl)methyl]-7-methyl-3,7-dihydro-4H-pyrrolo[2,3-d]pyrimidin-4-one N1=C(C=C(C=C1)C(=O)N1C[C@H]([C@@H](CC1)C(=O)N1CCC(CC1)(O)CN1C=NC2=C(C1=O)C=CN2C)C2=CC=CC=C2)C2=CC=NC=C2